N-{[3-(4-{[(3S,4R)-3-fluoro-1-methylpiperidin-4-yl]amino}-1-(2,2,2-trifluoroethyl)-1H-indol-2-yl)-1,2,4-oxadiazol-5-yl]methyl}-1-(propan-2-yl)-1H-imidazole-4-carboxamide F[C@H]1CN(CC[C@H]1NC1=C2C=C(N(C2=CC=C1)CC(F)(F)F)C1=NOC(=N1)CNC(=O)C=1N=CN(C1)C(C)C)C